Cl.Cl.ClC=1C=C2C=CN(C2=C(C1)C1=NC=NN2C1=CC(=C2)CN2C(N(C=CC2=O)CC(F)(F)F)=O)CC2(CCNCC2)F 3-((4-(5-chloro-1-((4-fluoropiperidin-4-yl)methyl)-1H-indol-7-yl)pyrrolo[2,1-f][1,2,4]triazin-6-yl)methyl)-1-(2,2,2-trifluoroethyl)pyrimidine-2,4(1H,3H)-dione dihydrochloride